NC=1C=CC(=C(C1)C=1C=CC2=C(OC3(CCOCC3)CC(N2)=O)C1)F 8-(5-amino-2-fluorophenyl)-2',3',5',6'-tetrahydro-3H-spiro[benzo[b][1,4]oxazepine-2,4'-pyran]-4(5H)-one